1-benzyl 2-methyl (5R)-5-methyl-3-oxopyrrolidine-1,2-dicarboxylate C[C@@H]1CC(C(N1C(=O)OCC1=CC=CC=C1)C(=O)OC)=O